4-[cyclopropyl-[4-(5,6,7,8-tetrahydro-1,8-naphthyridin-2-yl)butyl]amino]-2-[(4,4-difluorocyclohexyl)methoxycarbonylamino]butanoic acid C1(CC1)N(CCC(C(=O)O)NC(=O)OCC1CCC(CC1)(F)F)CCCCC1=NC=2NCCCC2C=C1